(9Z,12Z,15Z)-7-(4-(4-(benzo[b]thiophen-4-yl)piperazin-1-yl)butoxy)quinolin-2-yl octadeca-9,12,15-trienoate C(CCCCCCC\C=C/C\C=C/C\C=C/CC)(=O)OC1=NC2=CC(=CC=C2C=C1)OCCCCN1CCN(CC1)C1=CC=CC=2SC=CC21